3-(4-bromo-2-fluorophenyl)-4H-1,2,4-triazole BrC1=CC(=C(C=C1)C1=NN=CN1)F